[O-2].[Zr+4].[Mg+2].[La+3] lanthanum magnesium zirconium oxide